2-amino-3'-(N,N-bis(4-methoxybenzyl)sulfamoyl)-4'-((2-((tert-butoxycarbonyl)amino)ethyl)sulfonyl)-2'-(2-(4-methoxybenzyl)-2H-tetrazol-5-yl)-[1,1'-biphenyl]-3-carboxylic acid NC1=C(C=CC=C1C(=O)O)C1=C(C(=C(C=C1)S(=O)(=O)CCNC(=O)OC(C)(C)C)S(N(CC1=CC=C(C=C1)OC)CC1=CC=C(C=C1)OC)(=O)=O)C=1N=NN(N1)CC1=CC=C(C=C1)OC